NC1=NC=C(C=C1C1=NC=C(C=C1)C(=O)N(C)C)C1=CC(=NC=C1)C(C)(C)C#N 2'-Amino-2''-(2-cyanopropan-2-yl)-N,N-dimethyl-[2,3':5',4''-terpyridine]-5-carboxamide